cis-N-methyl-N-(3-(6-(1-methyl-1H-pyrazol-4-yl)pyrazolo[1,5-a]pyrazin-4-yl)cyclohexyl)acrylamide CN(C(C=C)=O)[C@@H]1C[C@@H](CCC1)C=1C=2N(C=C(N1)C=1C=NN(C1)C)N=CC2